5-chloro-2-(4-fluoro-2-methylbenzyl)-4-(trifluoromethyl)benzoic acid methyl ester COC(C1=C(C=C(C(=C1)Cl)C(F)(F)F)CC1=C(C=C(C=C1)F)C)=O